(1S,8R)-N-(2-fluoro-4-methyl-5-pyridazin-3-ylphenyl)-9-azatricyclo[6.2.1.02,7]undec-2(7),3,5-triene-9-carboxamide FC1=C(C=C(C(=C1)C)C=1N=NC=CC1)NC(=O)N1[C@H]2C=3C=CC=CC3[C@@H](C1)C2